1-(3,5-dimethylphenyl)-6-trimethylsilyl-isoquinoline CC=1C=C(C=C(C1)C)C1=NC=CC2=CC(=CC=C12)[Si](C)(C)C